C(C)(C)(C)OC(N(C)C1=NC=CN=C1NC(=S)NC(C=1C=C2C(=CN1)N(CC2)C(C)C)=N)=O tert-butyl(3-(3-(imino(1-isopropyl-2,3-dihydro-1H-pyrrolo[2,3-c]pyridin-5-yl)methyl)thioureido)pyrazin-2-yl)(methyl)carbamate